C[Si](C)(C)C#CC1=CC=C(CNC2CC2)C=C1 N-(4-((trimethylsilyl)ethynyl)benzyl)cyclopropylamine